C1[C@@H]([C@H]([C@H]([C@@H](O1)C2=C(C(=C3C(=C2O)C(=O)C=C(O3)C4=CC=C(C=C4)O)[C@@H]5[C@@H]([C@@H]([C@H](CO5)O)O)O)O)O)O)O The molecule is a flavone C-glycoside that consists of apigenin carrying alpha-L-arabinosyl and beta-L-arabinosyl groups at positions 6 and 8 respectively It has a role as a plant metabolite. It is a trihydroxyflavone, a polyphenol and a flavone C-glycoside. It derives from an apigenin.